CC1CCN(CC1)C1=CC=C(C=C1)NC1=CC=C(CNC(CC(=O)N)=O)C=C1 N1-(4-((4-(4-methylpiperidin-1-yl)phenyl)amino)benzyl)malonamide